1-[(6-fluoro-2-methyl-3,4-dihydro-1H-isoquinolin-7-yl)methyl]-N-{[2-fluoro-3-methoxy-6-(4-methyl-1,2,3-triazol-1-yl)phenyl]methyl}-3-(methoxymethyl)pyrazole-4-carboxamide FC=1C=C2CCN(CC2=CC1CN1N=C(C(=C1)C(=O)NCC1=C(C(=CC=C1N1N=NC(=C1)C)OC)F)COC)C